BrC1=C(C=CC=C1)C(C)NS(=O)(=O)C(C)(C)C N-(1-(2-bromophenyl)ethyl)-2-methylpropane-2-sulfonamide